1-(4-Hexylphenyl)ethan-1-on C(CCCCC)C1=CC=C(C=C1)C(C)=O